CC1=NOC(=C1C)NS(=O)(=O)C1=CC=CC=C1 N-(3,4-dimethylisoxazol-5-yl)benzenesulfonamide